6-((3-Aminobicyclo[1.1.1]pentan-1-yl)amino)-N-(2,6-dioxopiperidin-3-yl)picolinamide NC12CC(C1)(C2)NC2=CC=CC(=N2)C(=O)NC2C(NC(CC2)=O)=O